(1R,2S,3S,6R,7S)-4-[(2S)-2-amino-3-cyclopropyl-3-methylbutanoyl]-4-azatricyclo[5.2.1.0^{2,6}]dec-8-ene-3-carboxylic acid N[C@H](C(=O)N1[C@@H]([C@H]2[C@H]3C=C[C@@H]([C@H]2C1)C3)C(=O)O)C(C)(C)C3CC3